(2S,4S)-1-[2-[4-[(6-chloro-4-quinolinyl)amino]-1-piperidinyl]acetyl]-4-fluoro-pyrrolidine-2-carbonitrile ClC=1C=C2C(=CC=NC2=CC1)NC1CCN(CC1)CC(=O)N1[C@@H](C[C@@H](C1)F)C#N